4-{6-[2-(4-Chloro-7-methoxy-2-methyl-benzo[b]thiophen-3-yl)-ethylamino]-pyrimidin-4-yl}-2-cyclopentyloxy-benzoic acid ClC1=CC=C(C=2SC(=C(C21)CCNC2=CC(=NC=N2)C2=CC(=C(C(=O)O)C=C2)OC2CCCC2)C)OC